butyl-γ-butyrolactone C(CCC)C1C(=O)OCC1